BrC=1N=NN2C1C=CC=C2 bromo-[1,2,3]triazolo[1,5-a]pyridine